1-(4-(3-Chloro-4-mercaptopyridin-2-yl)piperazin-1-yl)ethan-1-one ClC=1C(=NC=CC1S)N1CCN(CC1)C(C)=O